Methyl (E)-4-[(4R)-2,2-dimethyl-1,3-dioxolan-4-yl]but-2-enoate CC1(OC[C@H](O1)C/C=C/C(=O)OC)C